3-(((6-(trifluoromethyl)pyridin-2-yl)oxy)methyl)piperidine-1-carboxylic acid tert-butyl ester C(C)(C)(C)OC(=O)N1CC(CCC1)COC1=NC(=CC=C1)C(F)(F)F